2-(2,2-dimethylpyrrolidin-1-yl)ethan-1-ol diethyl-((6-bromopyridin-2-yl)fluoromethyl)phosphonate C(C)C1=C(C(=NC(=C1)Br)C(F)P(O)(O)=O)CC.CC1(N(CCC1)CCO)C